(2-(tert-butoxycarbonyl)-2-azaspiro[3.4]octan-5-yl)acetic acid C(C)(C)(C)OC(=O)N1CC2(C1)C(CCC2)CC(=O)O